1-(1-(methyl-d3)-1H-pyrazol-4-yl)hydrazine-1,2-dicarboxylate C(N1N=CC(=C1)N(NC(=O)[O-])C(=O)[O-])([2H])([2H])[2H]